OC1=C(C=C(C=C1)CC=C)C1=CC(=CC=C1O)C=O 2',6-dihydroxy-5'-(2-propenyl)[1,1'-biphenyl]-3-carbaldehyde